FC(S(=O)(=O)N)(F)F 1,1,1-trifluoromethansulfonamid